[(3,3,3-trifluoropropyl)sulfinyl]-propanamide FC(CCS(=O)C(C(=O)N)C)(F)F